BrC(CC=1C(=CC(=C(C(=O)N2CCN(CC2)C(=O)OC(C)(C)C)C1)OC)C)C=O tert-butyl 4-(5-(2-bromo-3-oxopropyl)-2-methoxy-4-methylbenzoyl)piperazine-carboxylate